1,3-di-(pyridin-2-yl)propane-1,3-dione N1=C(C=CC=C1)C(CC(=O)C1=NC=CC=C1)=O